C1(CC1)C1=CC=C2C(=N1)C=NN2 5-cyclopropyl-1H-pyrazolo[4,3-b]Pyridine